N1[C@@H](CCC1)C(=O)N[C@@H](CC(C)C)C(=O)NCC(=O)N1[C@@H](CCC1)C(=O)N[C@H](CCCNC(N)=N)C(=O)O L-prolyl-L-leucyl-glycyl-L-prolyl-D-arginine